CN1C(=NN=C1)SC(C)C=1C=C(C=CC1)C1N(CC12NC(OCC2)=O)C(=O)N (3-(1-((4-methyl-4H-1,2,4-triazol-3-yl)thio)ethyl)phenyl)-6-oxo-7-oxa-2,5-diazaspiro[3.5]nonane-2-carboxamide